F[C@@H]1[C@H]2CC[C@@H](C[C@@H]1NC=1C=3N(C=CC1)C(=C(N3)C#CCNC3=C(C=C(C(=O)NC)C=C3)OC)SC(F)(F)F)N2 4-((3-(8-(((1R,2R,3S,5S)-2-fluoro-8-azabicyclo[3.2.1]octan-3-yl)amino)-3-((trifluoromethyl)thio)imidazo[1,2-a]pyridin-2-yl)prop-2-yn-1-yl)amino)-3-methoxy-N-methylbenzamide